1-(7-(8-Ethyl-7-fluoro-3-hydroxynaphthalen-1-yl)-8-fluoro-2-(((2R,7aS)-2-fluorotetrahydro-1H-pyrrolizin-7a(5H)-yl)methoxy)pyrido[4,3-d]pyrimidin-4-yl)-3-hydroxyazetidine-3-carboxamide C(C)C=1C(=CC=C2C=C(C=C(C12)C1=C(C=2N=C(N=C(C2C=N1)N1CC(C1)(C(=O)N)O)OC[C@]12CCCN2C[C@@H](C1)F)F)O)F